C(C)OCCCCCCCCCCC ethylundecyl ether